FC1=C(C=CC(=C1)OCCCCC1CCN(CC1)C1=NC=C(C=N1)COC)CC(=O)O 2-(2-fluoro-4-(4-(1-(5-(methoxymethyl)pyrimidin-2-yl)piperidin-4-yl)butoxy)phenyl)acetic acid